BrC1=CN=C2C(=N1)N(C(CN2)=O)CCCCCCN2C(C1=CC=CC=C1C2=O)=O 2-(6-(7-bromo-2-oxo-3,4-dihydropyrazino[2,3-b]pyrazin-1(2H)yl)hexyl)isoindoline-1,3-dione